aluminium tin phosphate P(=O)([O-])([O-])[O-].[Sn+4].[Al+3]